C(CCN1C(=NC2=C1C=CC(=C2)C(N)=O)C=2C1=C(SC2C(=O)O)C=CC=C1Cl)N1C(=NC2=C1C=CC(=C2)C(N)=O)C=2C1=C(SC2C(=O)O)C=CC=C1Cl 3'-(propane-1,3-diylbis(5-carbamoyl-1H-benzo[d]imidazole-1,2-diyl))bis(4-chlorobenzo[b]thiophene-2-carboxylic acid)